5-(7-methoxy-2-methyl-2H-indazol-5-yl)-2-[6-(3-methylpiperazin-1-yl)pyridazin-3-yl]pyridin-3-ol COC1=CC(=CC2=CN(N=C12)C)C=1C=C(C(=NC1)C=1N=NC(=CC1)N1CC(NCC1)C)O